1-(3-(aminomethyl)benzyl)pyrrolidin-2-one NCC=1C=C(CN2C(CCC2)=O)C=CC1